N-(4-methoxythiophenyl)succinimide COSC1=CC=C(C=C1)N1C(CCC1=O)=O